pyrazine-6(5H)-carboxylic acid benzyl ester hydrochloride Cl.C(C1=CC=CC=C1)OC(=O)C=1CNC=CN1